2-(3-((4-(8-chloro-7-((2-methyl-1H-benzo[d]imidazol-6-yl)oxy)quinoxalin-2-yl)-1H-pyrazol-1-yl)methyl)azetidin-1-yl)-N-methylacetamide ClC=1C(=CC=C2N=CC(=NC12)C=1C=NN(C1)CC1CN(C1)CC(=O)NC)OC=1C=CC2=C(NC(=N2)C)C1